C(C)(=O)NCCCCC(NC(C(NC(CCOCCOCCOCCN)=O)CCCCNC(=O)OC(C)(C)C)=O)C(=O)OC(C)(C)C tert-butyl 17-(4-acetamidobutyl)-1-amino-14-(4-((tert-butoxycarbonyl)amino)butyl)-12,15-dioxo-3,6,9-trioxa-13,16-diazaoctadecan-18-oate